NS(=O)(=O)C=1C=C(C=CC1)B(O)O 3-(aminosulfonyl)phenyl-boronic acid